C(C1=CC=CC=C1)C1CC2N(C3=C(NCC2)C=C(C=N3)C(F)(F)F)CC1 9-benzyl-3-(trifluoromethyl)-5,6,7,7a,8,9,10,11-octahydropyrido[1,2-d]pyrido[3,2-b][1,4]diazepine